Cl.BrC=1C=CC(=C(C1)C1=C(C(N(N1)C)=O)C1CCOCC1)[N+](=O)[O-] 5-(5-bromo-2-nitrophenyl)-2-methyl-4-(tetrahydro-2H-pyran-4-yl)-1,2-dihydro-3H-pyrazol-3-one hydrochloride salt